Cl.NCCOC(C=C)=O acrylic acid 2-aminoethyl ester hydrochloride